ClC1=C(C(N(C=C1)C1=NC=C(C(=C1)C1=CC=NC=C1OC)C(=O)O)=O)F Chloro-3-fluoro-5''-methoxy-2-oxo-2H-[1,2':4',4''-terpyridine]-5'-carboxylic acid